3-(1-cyano-1-methylethyl)-N-[3-[(3,4-dihydro-3-methyl-4-oxo-6-quinazolinyl)amino]-4-methylphenyl]-benzamide C(#N)C(C)(C)C=1C=C(C(=O)NC2=CC(=C(C=C2)C)NC=2C=C3C(N(C=NC3=CC2)C)=O)C=CC1